2-{2-[amino(cyclooctyl)methyl]-4-fluoro-1H-benzoimidazol-5-yl}-N,N-dimethyl-benzamide NC(C1=NC2=C(N1)C=CC(=C2F)C2=C(C(=O)N(C)C)C=CC=C2)C2CCCCCCC2